CON(C(=O)NC)CC1=CC=C(C=C1)C1=NOC(=N1)C(F)(F)F Methoxy-3-methyl-1-[[4-[5-(trifluoromethyl)-1,2,4-oxadiazol-3-yl]phenyl]methyl]urea